4-(cyclopropylmethoxy)-3-fluoroaniline C1(CC1)COC1=C(C=C(N)C=C1)F